N-[(6-Amino-2-pyridyl)sulfonyl]-6-(cyclopentoxy)-5-fluoro-2-[(4S)-2,2,4-trimethylpyrrolidin-1-yl]pyridin-3-carboxamid NC1=CC=CC(=N1)S(=O)(=O)NC(=O)C=1C(=NC(=C(C1)F)OC1CCCC1)N1C(C[C@@H](C1)C)(C)C